C[Ge](C#CC)(C)C 1-(TRIMETHYLGERMYL)-1-propyne